4-(4-(5-(2,6-dimethylphenoxy)-1-methyl-2-oxo-1,2-dihydropyridin-4-yl)-6-methyl-7-oxo-6,7-dihydro-1H-pyrrolo[2,3-c]pyridin-2-yl)benzoic acid CC1=C(OC=2C(=CC(N(C2)C)=O)C=2C3=C(C(N(C2)C)=O)NC(=C3)C3=CC=C(C(=O)O)C=C3)C(=CC=C1)C